3-(6-bromo-2-pyridinyl)imidazo[1,2-a]Pyrazine BrC1=CC=CC(=N1)C1=CN=C2N1C=CN=C2